3-ethyl-1-(1-oxo-3-{2-[(pyrrolidin-1-yl)methyl]-1H-indol-3-yl}-2,3-dihydro-1H-isoindol-5-yl)urea C(C)NC(NC=1C=C2C(NC(C2=CC1)=O)C1=C(NC2=CC=CC=C12)CN1CCCC1)=O